3-((S)-5-chloro-2-(((2R,7aS)-2-fluorotetrahydro-1H-pyrrolizin-7a(5H)-yl)methoxy)-10-methyl-9,10-dihydro-8H-7-oxa-1,3,6,10-tetraazacyclohepta[de]naphthalen-9-yl)propanenitrile ClC1=CC=2N=C(N=C3C2C(=N1)OC[C@@H](N3C)CCC#N)OC[C@]31CCCN1C[C@@H](C3)F